Tin dichloride hydrate O.[Sn](Cl)Cl